7-(2,4-dichlorophenoxyacetoxy)-3'-methoxyisoflavone ClC1=C(OCC(=O)OC2=CC=C3C(C(=COC3=C2)C2=CC(=CC=C2)OC)=O)C=CC(=C1)Cl